OC1(CCC2C3CCC4=CC(CCC4=C3CCC12C)=O)CCCO 17-hydroxy-17-(3-hydroxypropyl)-13-methyl-1,2,6,7,8,11,12,14,15,16-decahydrocyclopenta[a]phenanthren-3-one